FC1(C(N([C@H](C1)\C=C\[C@H]([C@H](CC#CCC)C)O)CCCCCCC(=O)O)=O)F 7-((R)-3,3-difluoro-5-((3S,4S,E)-3-hydroxy-4-methylnon-1-en-6-yn-1-yl)-2-oxopyrrolidin-1-yl)heptanoic acid